(4-fluorophenyl)-(6-methyl-7-nitro-2,3-dihydro-1,4-benzoxazin-4-yl)methanone FC1=CC=C(C=C1)C(=O)N1CCOC2=C1C=C(C(=C2)[N+](=O)[O-])C